ClC1=CC2=C(N(C(N=C2N2[C@H](CN([C@@H](C2)C)C(C=C)=O)C)=O)C2=C(C=CC=C2CN2CCCC2)C(C)C)N=C1C1=C(C=CC=C1)F 6-chloro-4-[(2S,5R)-2,5-dimethyl-4-prop-2-enoyl-piperazin-1-yl]-7-(2-fluorophenyl)-1-[2-isopropyl-6-(pyrrolidin-1-ylmethyl)phenyl]pyrido[2,3-d]pyrimidin-2-one